Cl.C(C)(C)(C)C(=N)N tertiary butyl-formamidine hydrochloride